(R)-methyl 3-((2-(2-chloro-5H-pyrrolo[2,3-b]pyrazin-7-yl)-6-(furan-2-yl)pyrimidin-4-yl)amino)-4,4-dimethylpentanoate ClC=1N=C2C(=NC1)NC=C2C2=NC(=CC(=N2)N[C@H](CC(=O)OC)C(C)(C)C)C=2OC=CC2